C1(CCCC1)N(C(=O)C1=CC2=C(N=C(S2)C2CCNCC2)C=C1)C N-cyclopentyl-N-methyl-2-(piperidin-4-yl)benzo[d]thiazole-6-carboxamide